1-(1-methylcyclopropyl)-4-((6-(thiazol-5-yl)pyridazin-3-yl)methyl)-1,4-dihydropyrazine-2,3-dione CC1(CC1)N1C(C(N(C=C1)CC=1N=NC(=CC1)C1=CN=CS1)=O)=O